C1(CC1)[C@@H]1CN(CC1)C(=O)NC1=C(C=C(C(=C1)C1=CC(=NC(=C1)N1CCOCC1)OCCO)C)F (3R)-3-cyclopropyl-N-[2-fluoro-5-[2-(2-hydroxyethoxy)-6-(morpholin-4-yl)pyridin-4-yl]-4-methylphenyl]pyrrolidine-1-carboxamide